N,2-dimethyl-N-(6-(4-methylpiperazin-1-yl)-4-(o-tolyl)pyridin-3-yl)propanamide CN(C(C(C)C)=O)C=1C=NC(=CC1C1=C(C=CC=C1)C)N1CCN(CC1)C